FC1=C(C=CC(=C1)F)S(=O)(=O)NC=1C(=NC=C(C1)C=1C=C2C(=NC=NC2=CC1)N1CC2(CN(C2)C(\C=C\C(C)=O)=O)CC1)OC (E)-2,4-difluoro-N-(2-methoxy-5-(4-(2-(4-oxopent-2-enoyl)-2,6-diazaspiro[3.4]-oct-6-yl)quinazolin-6-yl)pyridin-3-yl)benzenesulfonamide